1-(3-isopropyl-4-methyl-2-(8-methyl-[1,2,4]triazolo[1,5-a]pyridin-6-yl)-1H-pyrrolo[2,3-c]pyridin-5-yl)-N-((3-methyloxybutan-3-yl)methyl)piperidin-4-amine C(C)(C)C1=C(NC2=CN=C(C(=C21)C)N2CCC(CC2)NCC(CC)(C)OC)C=2C=C(C=1N(C2)N=CN1)C